CC(C)C1=CC=C(C=C1)NC(=O)N1[C@@H](CCC1)C(=O)NC=1C=C2C=CC(=CC2=CC1)C(=O)O 6-[(1-{[4-(propan-2-yl)phenyl]carbamoyl}prolyl)amino]naphthalene-2-carboxylic acid